N-(2-(7-cyclopropoxy-naphthalen-1-yl)ethyl)cyclopropanecarboxamide C1(CC1)OC1=CC=C2C=CC=C(C2=C1)CCNC(=O)C1CC1